BrC1=CC(=C(C=2C=CC(=NC12)N1CCCC1)C(=O)N)C 8-bromo-6-methyl-2-(pyrrolidin-1-yl)quinoline-5-carboxamide